ClC=1C(N(S(C1Cl)(=O)=O)C1=C(C(=O)O)C=CC=C1)=O (4,5-dichloro-1,1-dioxido-3-oxoisothiazol-2(3H)-yl)benzoic acid